C(C)(C)(C)OC(=O)\N=C(\N1N=NC2=C1C=CC(=C2)Cl)/NC(OC(C)(C)C)=O tert-Butyl (E)-(((tert-butoxycarbonyl)imino)(5-chloro-1H-benzo[d][1,2,3]triazol-1-yl)methyl)carbamate